N=1N=CN2C=NC(=CC21)OC2=C(C=C(C=C2)NC2=NC=NC1=CC=C(C=C21)C2=CC=C(N2C)C=O)C 5-(4-((4-([1,2,4]triazolo[4,3-c]pyrimidin-7-yloxy)-3-methylphenyl)amino)quinazolin-6-yl)-1-methyl-1H-pyrrole-2-carbaldehyde